(S)-1-(benzo[b]thiophen-6-yl)-N-((1R,2R)-1-(8-fluoro-2,3-dihydrobenzo[b][1,4]dioxin-6-yl)-1-hydroxy-3-(pyrrolidin-1-yl)propan-2-yl)pyrrolidine-3-carboxamide S1C2=C(C=C1)C=CC(=C2)N2C[C@H](CC2)C(=O)N[C@@H]([C@H](O)C2=CC1=C(OCCO1)C(=C2)F)CN2CCCC2